[Si](C1=CC=CC=C1)(C1=CC=CC=C1)(C(C)(C)C)OC1=C(C(=NC=C1C1OCC1C(=O)NC1=CC=C(C=C1)F)C=1C=NC(=CC1)OC1CC1)C ((tert-butyldiphenylsilyl)oxy(methyl)-6'-cyclopropoxy-[2,3'-bipyridin]-5-yl)-N-(4-fluorophenyl)oxetane-3-carboxamide